BrC1=CC(=C2C=NNC2=C1C)C(F)F 6-bromo-4-(difluoromethyl)-7-methyl-indazol